COC1=CC=C(C(=O)OC(=CC2=NC3=C(N2C(C)C)C=C(C=C3)C)C3=CC=C(C=C3)OC)C=C1 2-(1-Isopropyl-6-methyl-1H-benzo[d]imidazol-2-yl)-1-(4-methoxyphenyl)vinyl 4-methoxybenzoate